CC1=CC(=NN1)NC1=CC(=CC(=N1)C=1C=C(C=CC1)NC(C=C)=O)CN1CCCCC1 N-(3-(6-(5-methyl-1H-pyrazol-3-ylamino)-4-(piperidin-1-ylmethyl)pyridin-2-yl)phenyl)acrylamide